FC1=CC=C(C=C1)C1=NN2C(CCCC2C)=C1C1=C2C(=NC=C1)NN=C2 4-[2-(4-Fluorophenyl)-7-methyl-4,5,6,7-tetrahydropyrazolo[1,5-a]pyridin-3-yl]-1H-pyrazolo[3,4-b]pyridine